(2-aminophenyl)(1,3,4,9-tetrahydro-2H-pyrido[3,4-b]indol-2-yl)methanone NC1=C(C=CC=C1)C(=O)N1CC=2NC3=CC=CC=C3C2CC1